NC1=NC2=NC=C(N=C2C(=N1)O)CNC1=CC=C(C(=O)N[C@@H](CCC(NCCOCCOCCOCCOCCOCCOCC#C)=O)C(=O)O)C=C1 (S)-26-(4-(((2-amino-4-hydroxypteridin-6-yl)methyl)amino)benzamido)-23-oxo-4,7,10,13,16,19-hexaoxa-22-azaheptacos-1-yn-27-oic acid